trimethoxy(N-methyl-acetamido)silane CO[Si](N(C(C)=O)C)(OC)OC